NCCOC=1C=C(C=CC1)C=1C(=C2C(=NC(=NN2C1)C=1N(C=CN1)C)NC1CC(C1)OC)C1=CC=CC=C1 (3-(2-Aminoethoxy)phenyl)-N-((1r,3r)-3-methoxycyclobutyl)-2-(1-methyl-1H-imidazol-2-yl)-5-phenylpyrrolo[2,1-F][1,2,4]triazin-4-amine